COC(=O)C1=C(NC(=C1)C1=C2C(=NC=C1)N(C=C2)S(=O)(=O)C2=CC=CC=C2)C2=C(C(=CC=C2)C(F)(F)F)C 2-[2-methyl-3-(trifluoromethyl)phenyl]-5-[1-(benzenesulfonyl)-1H-pyrrolo[2,3-b]pyridin-4-yl]-1H-pyrrole-3-carboxylic acid methyl ester